[C@H](C)(CC)OC=1C(=CC=2C(N1)=NN(C2)C21COC(C2)(C1)CF)C(=O)NC=1C(N(C=CC1)C1CC1)=O (S)-6-(sec-butoxy)-N-(1-cyclopropyl-2-oxo-1,2-dihydropyridin-3-yl)-2-(1-(fluoromethyl)-2-oxabicyclo[2.1.1]hex-4-yl)-2H-pyrazolo[3,4-b]pyridine-5-carboxamide